FC1=CC=C(C=C1)C1=C(NC2=C(C(=CC=C12)C)C)C(=O)O 3-(4-fluorophenyl)-6,7-dimethyl-1H-indole-2-carboxylic acid